Cl.NC([C@@H](C(=O)NC1CC1)O)CCC (S)-3-amino-N-cyclopropyl-2-hydroxyhexanamide hydrochloride